BrC=1C=CC(=NC1OC)CN (5-Bromo-6-methoxypyridin-2-yl)methylamine